C(C)OC(=O)NC(N(CCOC(C)C)C1=C(NC=C1C1CC1)C(=O)OCC)=S ethyl 3-(3-(ethoxycarbonyl)-1-(2-isopropoxyethyl) thioureido)-4-cyclopropyl-1H-pyrrole-2-carboxylate